5-chloro[1,2,4]triazolo[1,5-c]pyrimidine ClC1=NC=CC=2N1N=CN2